N-[(6-Amino-2-pyridyl)sulfonyl]-6-(3-ethoxy-5-fluorophenyl)-2-(2,4,6-trimethylphenoxy)pyridin-3-carboxamid NC1=CC=CC(=N1)S(=O)(=O)NC(=O)C=1C(=NC(=CC1)C1=CC(=CC(=C1)F)OCC)OC1=C(C=C(C=C1C)C)C